C(CC)C(C(F)(F)OC(C(CCC)(F)F)(F)F)(F)F Propyl-1,1,2,2-tetrafluoroethylether